n-Propylene CC=C